[C@H]12CNC[C@H](CC1)N2C2=C1C(N(C(C1=CC(=C2F)F)=O)C2C(NC(CC2)=O)=O)=O 4-((1R,5S)-3,8-diazabicyclo[3.2.1]octane-8-yl)-2-(2,6-dioxopiperidin-3-yl)-5,6-difluoroisoindoline-1,3-dione